FC=1C=C(C=C(C1)F)S(=O)(=O)NC=1C=C2C(=NNC2=CC1)\C=C\C=1C=NN(C1)C(C)C (E)-3,5-difluoro-N-(3-(2-(1-isopropyl-1H-pyrazol-4-yl)vinyl)-1H-indazol-5-yl)benzenesulfonamide